5-iodopyridazin IC=1C=CN=NC1